7-{8-chloro-1H,2H,3H-pyrido[2,3-b][1,4]oxazin-7-yl}-N-[4-(methanesulfonylmethyl)phenyl]-5H,6H,7H,8H-pyrido[3,4-d]pyrimidin-2-amine ClC1=C(C=NC=2OCCNC21)N2CC=1N=C(N=CC1CC2)NC2=CC=C(C=C2)CS(=O)(=O)C